FC1(CNCCC1COC1=NC(=NC=C1F)NC=1C(=NN(C1)C(C#N)(C)C)C)F 2-(4-((4-((3,3-difluoropiperidin-4-yl)methoxy)-5-fluoropyrimidin-2-yl)amino)-3-methyl-1H-pyrazol-1-yl)-2-methylpropanenitrile